C(C)N1C=[N+](C=C1)CC(CCCC)CC 1-ethyl-3-(2-ethylhexyl)imidazolium